1-(4-bromophenyl)-3-(trifluoromethyl)pyrazole BrC1=CC=C(C=C1)N1N=C(C=C1)C(F)(F)F